BrC1=CSC2=C1C(NC=C2I)=O 3-bromo-7-iodo-thieno[3,2-c]pyridin-4(5H)-one